N-(2-chloro-4-(trifluoromethyl)phenyl)-1-(4-((3-((3-(2,6-dioxopiperidin-3-yl)-1-methyl-1H-indazol-7-yl)ethynyl)azetidin-1-yl)methyl)-1H-pyrazol-1-yl)cyclobutane-1-carboxamide ClC1=C(C=CC(=C1)C(F)(F)F)NC(=O)C1(CCC1)N1N=CC(=C1)CN1CC(C1)C#CC=1C=CC=C2C(=NN(C12)C)C1C(NC(CC1)=O)=O